CC(C(=O)OC1CN(CC1)C(=O)OC(C)(C)C)=C 1,1-dimethylethyl 3-[(2-methyl-1-oxo-2-propen-1-yl) oxy]-1-pyrrolidinecarboxylate